6-chloro-4-((4-methoxypyrrolo[1,2-c]pyrimidin-3-yl)amino)-N-(methyl-d3)pyridazine-3-carboxamide ClC1=CC(=C(N=N1)C(=O)NC([2H])([2H])[2H])NC1=C(C=2N(C=N1)C=CC2)OC